3-[6-(2-azaspiro[3.4]oct-2-yl)-3-pyridinyl]azetidine-1-carboxylic acid tert-butyl ester C(C)(C)(C)OC(=O)N1CC(C1)C=1C=NC(=CC1)N1CC2(C1)CCCC2